FC(OC=1C=C(C=CC1)C1=NN(C=2C1=NC=C(C2)C(=O)N[C@@H]2[C@@H](CCC2)O)C(C)C)F 3-(3-(difluoromethoxy)phenyl)-N-((1S,2R)-2-hydroxycyclopentyl)-1-isopropyl-1H-pyrazolo[4,3-b]pyridine-6-carboxamide